(E)-tert-Butyl 3-(2-(1,8-naphthyridin-2-yl)vinyl)azetidine-1-carboxylate N1=C(C=CC2=CC=CN=C12)/C=C/C1CN(C1)C(=O)OC(C)(C)C